(Z)-1,4-bis((8,8-dimethyl-1-oxaspiro[4.5]decan-2-yl)oxy)but-2-ene CC1(CCC2(CCC(O2)OC\C=C/COC2OC3(CC2)CCC(CC3)(C)C)CC1)C